N-(4-(2-(2-Hydroxy-3-methoxyphenyl)propyl)-6-(((R)-1-hydroxy-4-methylpentan-2-yl)amino)-1,3,5-triazin-2-yl)methanesulfonamide OC1=C(C=CC=C1OC)C(CC1=NC(=NC(=N1)N[C@@H](CO)CC(C)C)NS(=O)(=O)C)C